1-(9Z,12Z-heptadecadienoyl)-2-tetradecanoyl-glycero-3-phosphocholine CCCCCCCCCCCCCC(=O)O[C@H](COC(=O)CCCCCCC/C=C\C/C=C\CCCC)COP(=O)([O-])OCC[N+](C)(C)C